2-chloro-5-(trifluoromethyl)nicotinic acid methyl ester COC(C1=C(N=CC(=C1)C(F)(F)F)Cl)=O